CS(=O)(=O)[O-].[SH+]1CCCC=C1 1-tetrahydrothiopyranium methanesulfonate